(S)-2-(3,5-dichloro-[1,1'-biphenyl]-4-carboxamido)-3-(2-(3-(5,6,7,8-tetrahydro-1,8-naphthyridin-2-yl)propionamido)acetamido)propionic acid ClC=1C=C(C=C(C1C(=O)N[C@H](C(=O)O)CNC(CNC(CCC1=NC=2NCCCC2C=C1)=O)=O)Cl)C1=CC=CC=C1